((2R,5R)-2-(methoxymethyl)-5-methylpiperazin-1-yl)-4-methyl-2-(tetrahydro-2H-pyran-2-yl)-2,4-dihydro-5H-pyrazolo[4,3-B]pyridin-5-one COC[C@@H]1N(C[C@H](NC1)C)C=1N(N=C2C1N(C(C=C2)=O)C)C2OCCCC2